N-(2-(1-((6-(2,4-dioxotetrahydropyrimidin-1(2H)-yl)pyridin-3-yl)methyl)piperidin-4-yl)-5-(2-hydroxypropan-2-yl)benzo[d]thiazol-6-yl)-6-(trifluoromethyl)nicotinamide O=C1N(CCC(N1)=O)C1=CC=C(C=N1)CN1CCC(CC1)C=1SC2=C(N1)C=C(C(=C2)NC(C2=CN=C(C=C2)C(F)(F)F)=O)C(C)(C)O